CCCCC/C=C\C/C=C\C/C=C\C/C=C\CCCCCC(=O)OC[C@H](COP(=O)([O-])OCC[N+](C)(C)C)OC(=O)CCCCCCC/C=C\C/C=C\CCCC 1-(7Z,10Z,13Z,16Z-docosatetraenoyl)-2-(9Z,12Z-heptadecadienoyl)-glycero-3-phosphocholine